COC(=O)[C@@H]1C[C@H](C1)NC.FC=1N=C(SC1CN1C[C@H](CCC1)OC1=NC=NC(=C1)OC)NC(C)=O (S)-N-(4-fluoro-5-((3-((6-methoxypyrimidin-4-yl)oxy)piperidin-1-yl)methyl)thiazol-2-yl)acetamide methyl-(trans)-3-(methylamino)cyclobutane-1-carboxylate